3-Cyclopropyl-N-((1S)-((1R,4S)-4-methylcyclohexyl)(6-(((5R)-2-oxo-5-(trifluoromethyl)piperidin-3-yl)methyl)imidazo[1,2-b]pyridazin-2-yl)methyl)isoxazole-4-carboxamide C1(CC1)C1=NOC=C1C(=O)N[C@H](C=1N=C2N(N=C(C=C2)CC2C(NC[C@@H](C2)C(F)(F)F)=O)C1)C1CCC(CC1)C